ClC=1C(C(=CC2=NC3=CC=C(C=C3C(C12)(C)C)O)Cl)=O 1,3-dichloro-7-hydroxy-9,9-dimethyl-2(9H)-acridone